OC1CN(C1)C(=O)O[C@@H]1CC[C@H](CC1)C(N(C1=NC=CC(=C1)C=1N=C(OC1)C(C)C)C[C@@H]1CC[C@H](CC1)C1=CC(=C(C=C1)OC)C#N)=O trans-4-(((trans-4-(3-Cyano-4-methoxy-phenyl)cyclohexyl)-methyl)(4-(2-iso-propyloxazol-4-yl)-pyridine-2-yl)carbamoyl)cyclohexyl 3-hydroxyazetidine-1-carboxylate